methyl methacrylate di(ethyl)aminoethyl-methacrylate C(C)N(CC)CCOC(C(=C)C)=O.C(C(=C)C)(=O)OC